C(C1=CC=CC=C1)OC(=O)N1C(CN(CC1)C=1C2=C(N=C(N1)OC[C@H]1N(CCOC1)C(=O)OC(C)(C)C)CN(CC2)C2=CC=CC1=CC=CC=C21)CC#N tert-Butyl (3S)-3-(((4-(4-((benzyloxy)carbonyl)-3-(cyanomethyl)piperazin-1-yl)-7-(naphthalen-1-yl)-5,6,7,8-tetrahydropyrido[3,4-d]pyrimidin-2-yl)oxy)methyl)morpholine-4-carboxylate